CC1=NN2C=NC=CC2=N1 2-methyl-[1,2,4]triazolo[1,5-c]pyrimidin